FC1=C2C(OC(C2=CC=C1F)=O)[Se]C1=CC=CC=C1 4,5-Difluoro-3-(Phenylselanyl)Isobenzofuran-1(3H)-One